ClC=1C=C(C=C(C1F)Cl)C1(CC(=NO1)N1CC=2N=C(N=CC2C1)C(=O)NCC=1OC(=NN1)C)C(F)(F)F 6-(5-(3,5-dichloro-4-fluorophenyl)-5-(trifluoromethyl)-4,5-dihydroisoxazol-3-yl)-N-((5-methyl-1,3,4-oxadiazol-2-yl)methyl)-6,7-dihydro-5H-pyrrolo[3,4-d]pyrimidine-2-carboxamide